methacryloyl-ethoxytrimethyl-ammonium chloride [Cl-].C(C(=C)C)(=O)C[N+](C)(C)OCC